N-(piperidin-4-yl)-2,6-naphthyridin-4-amine hydrochloride Cl.N1CCC(CC1)NC1=CN=CC2=CC=NC=C12